C1(CCCC1)NC=1C2=C(N=C(N1)NC1=C(C=C(C=C1)P(C)(C)=O)OC)NC=C2C(F)(F)F (4-((4-(cyclopentylamino)-5-(trifluoromethyl)-7H-pyrrolo[2,3-d]pyrimidin-2-yl)amino)-3-methoxy-phenyl)di-methylphosphine oxide